FC1(CCN(CCC1)C=1N=NC(=CC1C(=O)O)C(F)(F)F)F 3-(4,4-difluoroazepan-1-yl)-6-(trifluoromethyl)pyridazine-4-carboxylic acid